(R)-5-(5-(1-(3,5-dichloropyridin-4-yl)ethoxy)-6-methoxy-1H-indazol-3-yl)-2-(3-(dimethylamino)-3-methylazetidin-1-yl)nicotinonitrile trifluoroacetate FC(C(=O)O)(F)F.ClC=1C=NC=C(C1[C@@H](C)OC=1C=C2C(=NNC2=CC1OC)C=1C=NC(=C(C#N)C1)N1CC(C1)(C)N(C)C)Cl